tert-butyl (2R,5s)-5-[2-(4-chloro-3-fluorophenoxy)acetamido]-2-[6-(trifluoromethyl)-1,3-benzoxazol-2-yl]piperidine-1-carboxylate ClC1=C(C=C(OCC(=O)N[C@H]2CC[C@@H](N(C2)C(=O)OC(C)(C)C)C=2OC3=C(N2)C=CC(=C3)C(F)(F)F)C=C1)F